C(C)(C)C1=C(C=C(/C=C/C=2N=CN(C2)C)C=C1)OC (E)-4-(4-isopropyl-3-methoxystyryl)-1-methyl-1H-imidazole